N-(3-chlorophenyl)-1-[5-(pyridin-4-yl)-1H-pyrazole-3-carbonyl]piperidine-4-carboxamide ClC=1C=C(C=CC1)NC(=O)C1CCN(CC1)C(=O)C1=NNC(=C1)C1=CC=NC=C1